[Na].[Mg].[Fe] iron-magnesium-sodium